C(CC)N1N=CC(=C1)C=1C2=C(N=C(N1)NC1=CC=C(C(=O)NCCCCCNC(OC(C)(C)C)=O)C=C1)NC=C2 tert-butyl (5-(4-((4-(1-propyl-1H-pyrazol-4-yl)-7H-pyrrolo[2,3-d]pyrimidin-2-yl)amino)benzamido)pentyl)carbamate